C1(=CC=C(C=C1)SCC(=O)O)C1=CC=CC=C1 2-([1,1'-biphenyl]-4-ylsulfanyl)acetic acid